benzyl 4-((2R,3R)-1-(6-chloro-2-(trifluoromethyl)pyrimidin-4-yl)-2-methylazetidin-3-yl)piperazine-1-carboxylate ClC1=CC(=NC(=N1)C(F)(F)F)N1[C@@H]([C@@H](C1)N1CCN(CC1)C(=O)OCC1=CC=CC=C1)C